C(C)(C)(C)OC(=O)N1CCN(CC1)C1=NC2=CC=C(C=C2C=C1Cl)C1=CC(=CC=C1)CNC(=O)OC(C)(C)C 4-[6-[3-[(tert-Butoxycarbonylamino)methyl]phenyl]-3-chloro-2-quinolinyl]piperazine-1-carboxylic acid tert-butyl ester